2-((1r,2s)-1-(2-chlorophenyl)-1-(5-methyl-1,3,4-oxadiazol-2-yl)propan-2-yl)-5-hydroxy-N-(isoxazol-4-yl)-1-methyl-6-oxo-1,6-dihydropyrimidine-4-carboxamide ClC1=C(C=CC=C1)[C@@H]([C@H](C)C=1N(C(C(=C(N1)C(=O)NC=1C=NOC1)O)=O)C)C=1OC(=NN1)C